2-(trimethoxysilyl)ethyl-phenyl-sulfonyl azide CO[Si](CCC1=C(C=CC=C1)S(=O)(=O)N=[N+]=[N-])(OC)OC